C1OC=2C=C(C=CC2O1)NC(=O)C1=CN(C2=CC=CC=C12)CC1=CC=C(C=C1)C#N N-(3,4-methylenedioxyphenyl)-1-(4-cyanobenzyl)-1H-indole-3-carboxamide